C(CCCN=C=O)N=C=O Tetramethylendi-isocyanat